(R)-(3-((5-chloro-4-(1H-indol-3-yl)pyrimidin-2-yl)amino)pyrrolidin-1-yl)(4-(piperazine-1-ylmethyl)piperidin-1-yl)methanone ClC=1C(=NC(=NC1)N[C@H]1CN(CC1)C(=O)N1CCC(CC1)CN1CCNCC1)C1=CNC2=CC=CC=C12